C(C)(C)(C)OC(=O)N1C(C2=CC=CC=C2CC1CN1CCOCC1)O hydroxy-3-(morpholin-4-ylmethyl)-3,4-dihydroisoquinoline-2(1H)-carboxylic acid tert-butyl ester